6-amino-2-((1S)-1-((tert-butylsulfinyl)amino)-1,3-dihydrospiro[indene-2,4'-piperidin]-1'-yl)-5-iodopyrimidin NC1=C(C=NC(=N1)N1CCC2(CC1)[C@@H](C1=CC=CC=C1C2)NS(=O)C(C)(C)C)I